3-(4-chloro-7-isopropyl-pyrrolo[2,3-d]pyrimidin-5-yl)-5-cyclopropyl-isoxazole ClC=1C2=C(N=CN1)N(C=C2C2=NOC(=C2)C2CC2)C(C)C